CN1C(=NC2=C1C=C(C(=C2)C2=CC=CN1C(=CC=C21)C(=O)C2=CC(=C(C(=C2)F)NC(\C=C\CNC2CCOCC2)=O)F)C(F)(F)F)C (E)-N-(4-(8-(1,2-dimethyl-6-(trifluoromethyl)-1H-benzo[d]imidazol-5-yl)indolizine-3-carbonyl)-2,6-difluorophenyl)-4-((tetrahydro-2H-pyran-4-yl)amino)but-2-enamide